N4-(3-methoxyphenyl)-N2-methyl-5-oxido-N2-(2-tetrahydropyran-4-ylethyl)-6,7-dihydro-thieno[3,2-d]pyrimidin-5-ium-2,4-diamine COC=1C=C(C=CC1)NC=1C2=C(N=C(N1)N(CCC1CCOCC1)C)CC[S+]2[O-]